[3-(3-bromo-2-methyl-phenoxy)-2,2-difluoro-propoxy]-tert-butyl-diphenyl-silane BrC=1C(=C(OCC(CO[Si](C2=CC=CC=C2)(C2=CC=CC=C2)C(C)(C)C)(F)F)C=CC1)C